C(CC)N(C1CCCCC1)CCC N,N-dipropylcyclohexan-1-amine